N-{[2-(trimethylsilyl)ethoxy]carbonyl}-L-homoserine methyl ester COC([C@@H](NC(=O)OCC[Si](C)(C)C)CCO)=O